ClC=1C=C(OCC(=O)O)C=C(C1CC1=CC(=C(C=C1)O)C1=C(C(=CC=C1)F)Cl)Cl 2-[3,5-dichloro-4-[[3-(2-chloro-3-fluoro-phenyl)-4-hydroxy-phenyl]methyl]phenoxy]acetic acid